3-(3-bromo-5-methyl-phenoxy)piperidine-2,6-dione BrC=1C=C(OC2C(NC(CC2)=O)=O)C=C(C1)C